[N+](=O)([O-])C1=C2C=3C=CC=NC3N=CC2=CC=C1 5-nitro-1,10-diazaphenanthrene